2-chloro-N-(2,6-diisopropylphenyl)-6-methylpyridin-3-amine ClC1=NC(=CC=C1NC1=C(C=CC=C1C(C)C)C(C)C)C